CSC1=C2N=CN(C2=NC=N1)[C@H]1[C@H](O)[C@H](O)[C@H](O1)CO 6-methylthio-9-(β-D-ribofuranosyl)purine